(2S,4r)-1-((S)-2-(4-cyclopropyl-1H-1,2,3-triazol-1-yl)-3-methylbutyryl)-4-hydroxypyrrolidine-2-carboxylic acid C1(CC1)C=1N=NN(C1)[C@H](C(=O)N1[C@@H](C[C@H](C1)O)C(=O)O)C(C)C